The molecule is an organophosphate oxoanion that is the dianion of sn-glycerol 3-phosphate arising from deprotonation of both phosphate OH groups. It has a role as a human metabolite and a Saccharomyces cerevisiae metabolite. It is a conjugate base of a sn-glycerol 3-phosphate. C([C@H](COP(=O)([O-])[O-])O)O